[Cl-].C(CCCCCCCCCCC)C(CCC)P(CCCC)CCCC dodecyl-tributyl-phosphine chloride